2-[4-cyclopropyl-6-(difluoromethoxy)pyrimidin-5-yl]-8-({4-[1-isopropyl-4-(trifluoromethyl)imidazol-2-yl]phenyl}methyl)-6-(1-methylpiperidin-4-yl)pyrido[2,3-d]pyrimidin-7-one C1(CC1)C1=NC=NC(=C1C=1N=CC2=C(N1)N(C(C(=C2)C2CCN(CC2)C)=O)CC2=CC=C(C=C2)C=2N(C=C(N2)C(F)(F)F)C(C)C)OC(F)F